octadecyl-propionate C(CCCCCCCCCCCCCCCCC)OC(CC)=O